(rac)-(cis)-Propyl 4-((3-(2-cyanoethyl)cyclohexyl)amino)-1H-pyrrolo[2,3-b]pyridine-5-carboxylate C(#N)CC[C@H]1C[C@H](CCC1)NC1=C2C(=NC=C1C(=O)OCCC)NC=C2 |r|